(E)-6-hydroxy-1-isopropyl-4-styrylpyridin-2(1H)-one OC1=CC(=CC(N1C(C)C)=O)\C=C\C1=CC=CC=C1